ClC1=C(C(=CC=C1Cl)O)[C@@H]1CC(N(C1)CC(CO)CO)=O (4S)-4-(2,3-dichloro-6-hydroxyphenyl)-1-[3-hydroxy-2-(hydroxymethyl)propyl]pyrrolidin-2-one